4-Acetyl-benzoic acid [3-(1-ethyl-8-oxo-spiro[6,7-dihydro-4H-pyrazolo[3,4-c]azepin-5,4'-tetrahydropyran]-3-yl)-2,2-dimethyl-propyl] ester C(C)N1N=C(C2=C1C(NCC1(CCOCC1)C2)=O)CC(COC(C2=CC=C(C=C2)C(C)=O)=O)(C)C